tert-butyl-(((2r,4r)-4-(ethylsulfanyl)pent-2-yl)oxy)dimethylsilane C(C)(C)(C)[Si](C)(C)O[C@H](C)C[C@@H](C)SCC